3-((endo)-8-methyl-8-azabicyclo[3.2.1]oct-3-yl)-2,2-diphenyl-propionitrile CN1C2CC(CC1CC2)CC(C#N)(C2=CC=CC=C2)C2=CC=CC=C2